OC=1C=C2C=CC(=C(C2=C(C1)O)C#C[Si](C(C)C)(C(C)C)C(C)C)C#N 6,8-Dihydroxy-1-((triisopropylsilyl)ethynyl)-2-naphthonitrile